FC(C(=O)O)(F)F.CN(C12CC(C1)(C2)C(=O)NC=2C=C1C(=NC=NC1=CC2OC)C=2C(=NN(C2)C)C2=CC=CC=C2)C 3-(dimethylamino)-N-(7-methoxy-4-(1-methyl-3-phenyl-1H-pyrazol-4-yl)quinazolin-6-yl)bicyclo[1.1.1]pentane-1-carboxamide trifluoroacetate